CN1C=CN2N=CC(=C21)C(=O)N2CC1=C(CC2)C(=CS1)C(=O)NC=1C=NC=C(C1)C(F)(F)F 6-(1-methyl-1H-imidazo[1,2-b]pyrazole-7-carbonyl)-N-(5-(trifluoromethyl)pyridin-3-yl)-4,5,6,7-tetrahydrothieno[2,3-c]pyridine-3-carboxamide